N-(2-(5-(2-((5,7-dimethyl-[1,2,4]triazolo[4,3-a]pyrimidin-3-yl)thio)acetyl)thiophen-2-yl)ethyl)acetamide CC1=CC(=NC=2N1C(=NN2)SCC(=O)C2=CC=C(S2)CCNC(C)=O)C